rac-(2-(((2R,3S,4R,5R)-5-(6-chloro-4-(spiro[3.3]heptan-1-ylamino)-1H-pyrazolo[3,4-d]pyrimidin-1-yl)-3,4-dihydroxytetrahydrofuran-2-yl)methoxy)-1,3-dihydroxypropan-2-yl)phosphonic acid ClC1=NC(=C2C(=N1)N(N=C2)[C@H]2[C@@H]([C@@H]([C@H](O2)COC(CO)(CO)P(O)(O)=O)O)O)N[C@@H]2CCC21CCC1 |&1:29|